(4-(2-chlorophenyl)thiazol-2-yl)-5-(piperazine-1-carbonyl)picolinamide ClC1=C(C=CC=C1)C=1N=C(SC1)C=1C(=NC=C(C1)C(=O)N1CCNCC1)C(=O)N